p-fluorophenylacetylene iodine [I].FC1=CC=C(C=C1)C#C